Dibenz[b,f]azocine C1=CC=CC2=NC=C3C(=CC=C21)C=CC=C3